4-amino-1-(4-(1-hydroxyethyl)phenyl)-2-oxo-7-(trifluoromethyl)-1,2-dihydroquinoline-3-carboxylic acid methyl ester COC(=O)C=1C(N(C2=CC(=CC=C2C1N)C(F)(F)F)C1=CC=C(C=C1)C(C)O)=O